beta-naphthalenesulfonate sodium [Na+].C1=C(C=CC2=CC=CC=C12)S(=O)(=O)[O-]